C(C)(C)(C)NC(=O)C=1C=CC=C2C(=C(N3C(C12)=NC=N3)C(=O)NCC(=O)O)O (10-(Tert-butylcarbamoyl)-6-hydroxy-[1,2,4]triazolo[5,1-a]isoquinoline-5-carbonyl)glycine